ammonium chloride tin [Sn].[Cl-].[NH4+]